C1(CC1)C1=C(C(=NO1)C1=C(C=CC=C1C)C)CO[C@H]1[C@@H]2C(N([C@H](C1)C2)C2=CC=C(C(=O)O)C=C2)=O 4-[(1S,4R,5R)-5-[[5-cyclopropyl-3-(2,6-dimethylphenyl)-1,2-oxazol-4-yl]methoxy]-3-oxo-2-azabicyclo[2.2.1]heptan-2-yl]benzoic acid